8-(4-chloro-2-fluorophenyl)-2,3-dimethyl-6-(2-methyl-2-(1-methyl-1H-pyrazol-4-yl)morpholino)pyrimido[5,4-d]pyrimidin-4(3H)-one ClC1=CC(=C(C=C1)C1=NC(=NC2=C1N=C(N(C2=O)C)C)N2CC(OCC2)(C=2C=NN(C2)C)C)F